N1=C(N=CC=C1)OC=1C=CC=C2C=NNC12 7-PYRIMIDIN-2-YL-OXY-INDAZOL